C(C)(C)(C)NS(=O)(=O)C1=CC(=CC=C1)NC1=NC(=NC=C1C)NC=1N=NC(=CC1)N1CCN(CC1)CC1=C(C=NC=C1)N1C(NC(CC1)=O)=O N-(tert-butyl)-3-((2-((6-(4-((3-(2,4-dioxotetrahydropyrimidin-1(2H)-yl)pyridin-4-yl)methyl)piperazin-1-yl)pyridazin-3-yl)amino)-5-methylpyrimidin-4-yl)amino)benzenesulfonamide